ClC=1C=C(OC2=C(N=NN2)C(=O)O)C=C(C1)C#CC1=CC=CC=C1 5-(3-chloro-5-(phenylethynyl)phenoxy)-1H-1,2,3-triazole-4-carboxylic acid